NC1=C(C(=NN1C(CO)(C)C)C1=CC=C(C=C1)CC(=O)NC1=CC(=NO1)C12CC(C1)(C2)C)C#N 2-[4-[5-Amino-4-cyano-1-(1-hydroxy-2-methylpropan-2-yl)pyrazol-3-yl]phenyl]-N-(3-[3-methylbicyclo[1.1.1]pentan-1-yl]-1,2-oxazol-5-yl)acetamide